5-chloro-3-((4-methoxy-3-(piperazin-1-yl)phenyl)sulfonyl)-1-methyl-1H-indole ClC=1C=C2C(=CN(C2=CC1)C)S(=O)(=O)C1=CC(=C(C=C1)OC)N1CCNCC1